CC1=NC2=CC=CN=C2C=C1 2-Methyl-1,5-naphthyridine